OC(O)(O)CCC tri-hydroxymethyl-propane